ClC1=C(C=CC=C1Cl)N1C2CN(CC1CC2)CC=2C=C1CN(C(C1=CC2)=O)N2C(NC(CC2)=O)=O 1-(5-((8-(2,3-dichlorophenyl)-3,8-diazabicyclo[3.2.1]oct-3-yl)methyl)-1-oxoisoindolin-2-yl)dihydropyrimidine-2,4(1H,3H)-dione